(R)-2-((1,4-dioxo-1,4-dihydronaphthalen-2-yl)amino)-3-phenyl-N-(2-chlorophenyl)-propionamide O=C1C(=CC(C2=CC=CC=C12)=O)N[C@@H](C(=O)NC1=C(C=CC=C1)Cl)CC1=CC=CC=C1